N1CC(C1)C=1C=C2C(=C(NC2=CC1)C1=CC(=NC(=C1)C)C)C(C)C 5-(Azetidin-3-yl)-2-(2,6-dimethylpyridin-4-yl)-3-isopropyl-1H-indol